1-N-p-toluenesulfonyl-4-bromo-6-methyl-7-oxo-6,7-dihydro-1H-pyrrolo[2,3-c]pyridine CC1=CC=C(C=C1)S(=O)(=O)N1C=CC2=C1C(N(C=C2Br)C)=O